4-[4-(5,6-dimethoxy-pyridin-3-yl)-pyrimidin-2-yl]-piperazine-1-carboxylic acid tert-butyl ester C(C)(C)(C)OC(=O)N1CCN(CC1)C1=NC=CC(=N1)C=1C=NC(=C(C1)OC)OC